CN([C@@H](C(C)C)C(=O)OC)C(=O)C1CCN(CC1)S(=O)(=O)C1[N@@](C1)C methyl N-methyl-N-(1-(((R)-1-methylaziridin-2-yl)sulfonyl)piperidine-4-carbonyl)-L-valinate